ClC1=NN(C=C1NC=1N=C(C2=C(N1)NC=C2)NC=2C(=C1N=CC=NC1=CC2)P(C)(C)=O)C (6-((2-((3-chloro-1-methyl-1H-pyrazol-4-yl)amino)-7H-pyrrolo[2,3-d]pyrimidin-4-yl)amino)quinoxalin-5-yl)dimethyl-phosphine oxide